(3-methylpyridin-4-yl)(1-((2-(trimethylsilyl)ethoxy)methyl)-1H-imidazol-4-yl)methanol CC=1C=NC=CC1C(O)C=1N=CN(C1)COCC[Si](C)(C)C